4-(4-Methoxyphenyl)-6-ethyl-1,6-dihydro-7H-pyrrolo[2,3-c]pyridin-7-one COC1=CC=C(C=C1)C=1C2=C(C(N(C1)CC)=O)NC=C2